[O-2].[Fe+2].[Ni+2].[O-2] NICKEL-IRON-OXIDE